C/C(/C(\C=C/C)O)=C\CC (2Z,5E)-5-methylocta-2,5-dien-4-ol